3-(4-Chloro-phenyl)-adamantane-1-carboxylic acid 3-trifluoromethyl-benzylamide FC(C=1C=C(CNC(=O)C23CC4(CC(CC(C2)C4)C3)C3=CC=C(C=C3)Cl)C=CC1)(F)F